ClC1=CC=C(C=C1)C(C)(C)N 1-(4-chlorophenyl)-1-methylethylamine